[C@H](C)(CC)OC1=CC2=C(CN(CCC2)C2=CC(=C(C(=C2)C)NC(CC(C)(C)C)=O)C)C=C1F (S)-N-(4-(7-(sec-Butoxy)-8-fluoro-1,3,4,5-tetrahydro-2H-benzo[c]azepin-2-yl)-2,6-dimethylphenyl)-3,3-dimethylbutyramide